OC(CC(=O)SCCNC(CCNC([C@@H](C(COP(OP(OC[C@@H]1[C@H]([C@H]([C@@H](O1)N1C=NC=2C(N)=NC=NC12)O)OP(=O)(O)O)(=O)O)(=O)O)(C)C)O)=O)=O)CCO 3,5-dihydroxypentanoyl-CoA